CC(C)(C)[O-].[K+] potassium tert.-butylate